3-nitro-6-(1H-pyrazol-1-yl)pyridin-2-amine [N+](=O)([O-])C=1C(=NC(=CC1)N1N=CC=C1)N